FC1=CC(=CC2=C1N(C[C@@H]1[C@@H](C(N2C)=O)N(C(C1)=O)C1=NC(=CC(=C1)C(F)(F)F)C)CC=O)F 2-((3aR,11aS)-6,8-difluoro-10-methyl-1-(6-methyl-4-(trifluoromethyl)pyridin-2-yl)-2,11-dioxo-1,2,3,3a,4,10,11,11a-octahydro-5H-benzo[b]pyrrolo[2,3-f][1,4]diazocin-5-yl)acetaldehyde